Cl.N[C@@H]1C[C@@H]2CCC[C@@]2(C1)CO |r| rac-[(2R,3aS,6aS)-2-aminooctahydropentalen-3a-yl]methanol hydrochloride